Undecaprenyl Pyrophosphate CC(=CCC/C(=C/CC/C(=C/CC/C(=C/CC/C(=C/CC/C(=C/CC/C(=C/CC/C(=C/CC/C(=C/CC/C(=C/CC/C(=C/COP(=O)(O)OP(=O)(O)O)/C)/C)/C)/C)/C)/C)/C)/C)/C)/C)C